COC1=C(C(=CC(=C1)C)C)C=1C=CC2=C(N=C(N=N2)C2CN(CCC2)C(=O)OCC2=CC=CC=C2)N1 benzyl 3-[6-(2-methoxy-4,6-dimethyl-phenyl)pyrido[2,3-e][1,2,4]triazin-3-yl]piperidine-1-carboxylate